FC(C(=O)O)(S(=O)(=O)F)F 2,2-difluoro-2-(fluorosulfonyl)acetic acid